N-(4-(2-(3-amino-4-methylphenyl)propyl)-6-(((R)-1-hydroxy-4-methylpent-2-yl)amino)-1,3,5-triazin-2-yl)methanesulfonamide NC=1C=C(C=CC1C)C(CC1=NC(=NC(=N1)N[C@@H](CO)CC(C)C)NS(=O)(=O)C)C